ClC1=C2C(=NC=C1C=1C=C(C=CC1)N1C(CN(CC1)CC1CCN(CC1)C=1C=C3C(N(C(C3=CC1F)=O)C1C(NC(CC1)=O)=O)=O)=O)NC=C2CC 5-(4-((4-(3-(4-chloro-3-ethyl-1H-pyrrolo[2,3-b]pyridin-5-yl)phenyl)-3-oxopiperazin-1-yl)methyl)piperidin-1-yl)-2-(2,6-dioxopiperidin-3-yl)-6-fluoroisoindoline-1,3-dione